((7-chloro-6-oxo-5,6-dihydro-1,5-naphthyridin-3-yl)methyl)-N,3'-dimethyl-1',2',3',6'-tetrahydro-[3,4'-bipyridine]-6-carboxamide ClC=1C(NC=2C=C(C=NC2C1)CC1=NC(=CC=C1C=1C(CNCC1)C)C(=O)NC)=O